ClCCCS(=O)(=O)Cl 3-chloropropane-1-sulfonyl chloride